2-chloro-3-trifluoromethyl-benzoic acid ClC1=C(C(=O)O)C=CC=C1C(F)(F)F